2H,4H,5H,6H-cyclopenta[c]pyrazole-5-carboxylic acid ethyl ester C(C)OC(=O)C1CC=2C(=NNC2)C1